Cl.Cl.ClCCN(C1=CC2=C(N(C(=N2)CC[C@@H](C(=O)N[C@H](C(=O)O)CC(C)C)NC)C)C=C1)CCCl (2S)-2-[[(2S)-4-[5-[bis(2-chloroethyl)amino]-1-methyl-benzimidazol-2-yl]-2-(methylamino)butanoyl]amino]-4-methyl-pentanoic acid dihydrochloride